(2s,4s)-4-((3-(cyclopropylmethoxy)-4-(difluoromethoxy)phenyl)-amino)-2-(hydroxymethyl)pyrrolidine-1-carboxylic acid tert-butyl ester C(C)(C)(C)OC(=O)N1[C@@H](C[C@@H](C1)NC1=CC(=C(C=C1)OC(F)F)OCC1CC1)CO